3-(3-(2H-benzotriazol-2-yl)-4-hydroxyphenyl)propionate N=1N(N=C2C1C=CC=C2)C=2C=C(C=CC2O)CCC(=O)[O-]